N1(C=CC=C1)C1=CC=C(C=C1)N(C1=CC(N(C=2C=CC(=NC12)C#N)C)=O)CC1CC1 8-((4-(1H-pyrrol-1-yl)phenyl)(cyclopropylmethyl)amino)-5-methyl-6-oxo-5,6-dihydro-1,5-naphthyridine-2-carbonitrile